N1([C@@H](CCC1)C(=O)OCCC1=CC=2C(=NC=CC2C=2C=NN3N=CC=CC32)N1S(=O)(=O)C1=CC=CC=C1)C(=O)OC(C)(C)C 1-(tert-butyl) 2-(2-(1-(phenylsulfonyl)-4-(pyrazolo[1,5-b]pyridazin-3-yl)-1H-pyrrolo[2,3-b]pyridin-2-yl)ethyl) (S)-pyrrolidine-1,2-dicarboxylate